ClC1=CC(=C(C=C1)\C=1\CCCC2=C(/C1/C1=CC=C(C=C1)O[C@@H]1CN(CC1)CC=CC(=O)N(C)C)C=CC(=C2)C(=O)O)F (S,E)-8-(4-chloro-2-fluorophenyl)-9-(4-((1-(4-(dimethylamino)-4-oxobut-2-en-1-yl)pyrrolidin-3-yl)oxy)phenyl)-6,7-dihydro-5H-benzo[7]annulene-3-carboxylic acid